CON=C(C(=O)NC)C(=CC)C 2-(methoxyimino)-N,3-dimethylpent-3-enamid